CC(C(C)C)=NO methyl-isopropylketone oxime